N-(3-((1s,3s)-3-methyl-1-(4-methyl-4H-1,2,4-triazol-3-yl)cyclobutyl)phenyl)-1H-pyrrolo[3,2-b]pyridine-5-carboxamide CC1CC(C1)(C1=NN=CN1C)C=1C=C(C=CC1)NC(=O)C1=CC=C2C(=N1)C=CN2